C(C)OC(/C(/C(C(F)F)=O)=C/OCC)=O (E)-2-(ethoxymethylene)-4,4-difluoro-3-oxobutanoic acid ethyl ester